C(CCCCC(C)C)C1=CC=CO1 5-isooctylfuran